ClC1=C(C=CC(=C1)Cl)N1N=CC=C1C(C)(C)C 1-(2,4-Dichloro-phenyl)-5-(1,1-dimethyl-ethyl)pyrazol